ClC1=NC=CC(=N1)C=1SC2=C(N1)C=CC=C2 (2-chloropyrimidin-4-yl)benzo[d]thiazole